FC(N1C(CNC=C1)=O)(F)F 4-(trifluoromethyl)pyrazin-3(2H)-one